CC(=O)C.O1C(=CC=C1)C=O furanaldehyde compound with acetone